diisobutyl-amine C(C(C)C)NCC(C)C